3-(5-((4-(2-((S)-4-(4-chlorophenyl)-2,3,9-trimethyl-6H-thieno[3,2-f][1,2,4]triazolo[4,3-a][1,4]diazepin-6-yl)ethyl)piperazin-1-yl)methyl)-1-oxoisoindolin-2-yl)piperidine-2,6-dione ClC1=CC=C(C=C1)C1=N[C@H](C=2N(C3=C1C(=C(S3)C)C)C(=NN2)C)CCN2CCN(CC2)CC=2C=C3CN(C(C3=CC2)=O)C2C(NC(CC2)=O)=O